S-methyl-6-ethyl-2,4-dihydroxy-3,5-dimethylbenzothiophene CS1C(=C(C2=C1C=C(C(=C2O)C)CC)C)O